(3-methyl-6-azabicyclo[3.1.1]heptan-6-yl)(pyridin-2-yl)methanone CC1CC2N(C(C1)C2)C(=O)C2=NC=CC=C2